N-(2-Aminoethyl)-1,2-bis(aminomethyl)benzol NCCNCC1=C(C=CC=C1)CN